5-amino-2-methylpiperidine-1-carboxylate NC1CCC(N(C1)C(=O)[O-])C